C(C)[C@H]1[C@@H](C[C@@H](N(C1)C=1C2=C(N(C(N1)=O)C)C=CC(=N2)C#N)C)OC2=NC=C(C=C2)OC(C)C 4-((2s,4r,5r)-5-ethyl-4-((5-isopropoxypyridin-2-yl)oxy)-2-methylpiperidin-1-yl)-1-methyl-2-oxo-1,2-dihydropyrido[3,2-d]pyrimidine-6-carbonitrile